ClC=1C=C(C=C(C1)C1=CC2=CC=CC=C2C=C1)NC1=C(C=CC=C1C1=CC(=CC=C1)C1=CC=CC=C1)C=1C=C(C=CC1)C1=CC=CC=C1 N-(3-chloro-5-(naphthalen-2-yl)phenyl)-[1,1':3',1'':3'',1''':3''',1''''-quinquephenyl]-2''-amine